C(C)C=1C=C(OCC=2C=CC(=C(C#N)C2)OC(C)C)C=CC1C=O 5-[(3-ethyl-4-formylphenoxy)methyl]-2-(propan-2-yloxy)benzonitrile